tert-Butyl (3S)-3-(p-Toluenesulfonyloxymethyl)pyrrolidine-1-carboxylate CC1=CC=C(C=C1)S(=O)(=O)OC[C@@H]1CN(CC1)C(=O)OC(C)(C)C